FC1=C(C#N)C=CC(=C1)C1=NC(=CN=C1C1=CC2=CN(N=C2C=C1)C)OCC1CN(CC1)C 2-fluoro-4-(3-(2-methyl-2H-indazol-5-yl)-6-((1-methylpyrrolidin-3-yl)methoxy)pyrazin-2-yl)benzonitrile